N-(4-(3-(1-propenylpiperidin-4-yl)pyridin-4-yl)-2-methylbenzyl)-5-(tert-butyl)-1,2,4-oxadiazole-3-carboxamide C(=CC)N1CCC(CC1)C=1C=NC=CC1C1=CC(=C(CNC(=O)C2=NOC(=N2)C(C)(C)C)C=C1)C